C(OC(C)C=1N=NC(=NN1)C1=CC=C(C=C1)CNC(=O)OC(C)(C)C)(ON1C(CCC1=O)=O)=O 1-{6-[4-({[(Tert-butoxy)carbonyl]amino}methyl)phenyl]-1,2,4,5-tetrazin-3-yl}ethyl 2,5-dioxopyrrolidin-1-yl carbonate